4-[[7-morpholino-3-(2H-tetrazol-5-yl)-1,6-naphthyridin-5-yl]oxy]cyclohexanamine O1CCN(CC1)C1=NC(=C2C=C(C=NC2=C1)C=1N=NNN1)OC1CCC(CC1)N